O=C1N(C(C2=CC=CC=C12)=O)C1CN(CC(C1=O)C)C(=O)OC(C)(C)C tert-butyl 3-(1,3-dioxoisoindolin-2-yl)-5-methyl-4-oxo-piperidine-1-carboxylate